ClC=1C=C(NC2(CCC3([C@H](CC4=CC5=C(OCC5)C=C34)C[C@H](CO)C)CC2)C(=O)OC)C=CC1 methyl (1r,4S,6'S)-4-(3-chloroanilino)-6'-[(2R)-3-hydroxy-2-methylpropyl]-2',3',5',6'-tetrahydrospiro[cyclohexane-1,7'-indeno[5,6-b]furan]-4-carboxylate